ClC1=CC(=C(OCCC(C(=O)N2CCN(CC2)S(=O)(=O)C2=CC=C(C=C2)OC(F)(F)F)(C)C)C=C1)F 4-(4-chloro-2-fluorophenoxy)-2,2-dimethyl-1-(4-((4-(trifluoromethoxy)phenyl)sulfonyl)piperazin-1-yl)butan-1-one